triisopropyl-(((2R,3R,4R,5R)-3,4,5-tri(dec-9-en-1-yloxy)tetrahydrofuran-2-yl)methoxy)silane C(C)(C)[Si](OC[C@H]1O[C@H]([C@@H]([C@@H]1OCCCCCCCCC=C)OCCCCCCCCC=C)OCCCCCCCCC=C)(C(C)C)C(C)C